CC=1C=CC(=C(N)C1)COCC1=CC2=C(N(N=C2C(F)(F)F)C)S1 5-methyl-2-(((1-methyl-3-(trifluoromethyl)-1H-thieno[2,3-C]pyrazol-5-yl)methoxy)methyl)aniline